BrC=1C(=CSC1)CC(CO)N(C(OC(C)(C)C)=O)C tert-butyl N-[1-[(4-bromo-3-thienyl) methyl]-2-hydroxy-ethyl]-N-methyl-carbamate